2,4-dimethylheptan-1-ol CC(CO)CC(CCC)C